[S-2].[Na+].[Na+] Dinatrium sulfid